NC=1C(=C(C(=O)O)C=CC1)C(\C=C\C1=CC(=C(C=C1)OC)OC)=O 3-Amino-2-[(E)-3-(3,4-dimethoxyphenyl)prop-2-enoyl]benzoic acid